OCCC[N+]1=CC=CC=C1 (3-hydroxypropyl)pyridin-1-ium